C1(=CC=CC=C1)OP(OC1=CC=CC=C1)(=O)C(N)(C)C1CC1 Cyclopropyl-methyl-aminomethyl-phosphonic acid diphenyl ester